BrC=1C(=C(C=CC1)C=1OC2=C(N1)C=C(C=C2Cl)CO)C (2-(3-Bromo-2-methylphenyl)-7-chlorobenzo[d]oxazol-5-yl)methanol